3-chloro-5-(4,4,5,5-tetramethyl-1,3,2-dioxaborolan-2-yl)benzaldehyde ClC=1C=C(C=O)C=C(C1)B1OC(C(O1)(C)C)(C)C